1-(2-Ureidoethyl)amino-4-nitrobenzene N(C(=O)N)CCNC1=CC=C(C=C1)[N+](=O)[O-]